C(#N)C=1C(=NC=CC1)B(O)O 3-CYANOPYRIDINE-2-BORONIC ACID